[Fe](Cl)Cl.S(=O)(=O)([O-])[O-].[Fe+2] iron sulfate iron chloride